CC=1C=C(C=C(C1)C)C=1C=C(C2=CC=CC=C2C1)C1=CC(=CC2=CC=CC=C12)C1=CC(=CC(=C1)C)C (S)-3,3'-bis(3,5-dimethylphenyl)-[1,1'-binaphthyl]